(E)-ethyl 1-(4-(4-((2-(4-(trifluoromethyl) styryl) oxazol-4-yl) methoxy) phenyl) butyl)-1H-1,2,3-triazole-4-carboxylate FC(C1=CC=C(/C=C/C=2OC=C(N2)COC2=CC=C(C=C2)CCCCN2N=NC(=C2)C(=O)OCC)C=C1)(F)F